ClC=1C=C(C=C(C1)NS(=O)(=O)C)NC(=O)C1=CN(C(=C1)C1=NC=C(C=C1)N1CCOCC1)C N-(3-chloro-5-(methylsulfonamido)phenyl)-1-methyl-5-(5-morpholinopyridin-2-yl)-1H-pyrrole-3-carboxamide